(±)-2-methyl-N-((2-(trifluoromethoxy)pyridin-4-yl)methyl)propane-2-sulfinamide CC(C)(C)[S@@](=O)NCC1=CC(=NC=C1)OC(F)(F)F |r|